N[C@@H](C(=O)O)CNC(=O)C=1C=C(C=C(C1)F)C1=C(C=CC=C1)OC (R)-2-amino-3-(5-fluoro-2'-methoxy-[1,1'-biphenyl]-3-carboxamido)propanoic acid